2-methoxy-4-[6-(3-pyridyl)imidazo[1,2-a]pyrazin-3-yl]phenol COC1=C(C=CC(=C1)C1=CN=C2N1C=C(N=C2)C=2C=NC=CC2)O